N-propyl-N-(2-(pyridin-2-ylamino)vinyl)formamide C(CC)N(C=O)C=CNC1=NC=CC=C1